2-(4-chlorophenyl)dibenzofuran tert-butyl-6-(2-ethoxy-2-oxoethylidene)-2-azaspiro[3.3]heptane-2-carboxylate C(C)(C)(C)OC(=O)N1CC2(C1)CC(C2)=CC(=O)OCC.ClC2=CC=C(C=C2)C2=CC1=C(OC3=C1C=CC=C3)C=C2